(3,4-dichlorobenzoyl)-4'-(3,4-dihydroxyphenyl)-1'-methylspiro[indoline-3,2'-pyrrolidin]-2-one ClC=1C=C(C(=O)C2C3(N(CC2C2=CC(=C(C=C2)O)O)C)C(NC2=CC=CC=C23)=O)C=CC1Cl